ClC=1C=C(C(=O)NCC2CC(N(C(C2)([2H])[2H])C(=O)OC(C)(C)C)([2H])[2H])C=C(C1)F tert-butyl 4-[[(3-chloro-5-fluoro-benzoyl)amino]methyl]-2,2,6,6-tetradeuterio-piperidine-1-carboxylate